[(1s,4s)-4-{[6-chloro-2-(trifluoromethyl)quinolin-4-yl]amino}cyclohexyl]cyclopropane-1,1-dicarboxamide ClC=1C=C2C(=CC(=NC2=CC1)C(F)(F)F)NC1CCC(CC1)C1C(C1)(C(=O)N)C(=O)N